Cl.FC1=CC(=CC2=C1N(C=N2)C)OC2=C(C=C(N)C=C2)C 4-((7-fluoro-1-methyl-1H-benzo[d]imidazol-5-yl)oxy)-3-methylaniline hydrochloride